4-(2-((R)-3-((R or S)-3,3-difluorooxetan-2-yl)-1-((6-(trifluoromethyl)pyridazin-3-yl)methyl)pyrrolidin-3-yl)ethyl)benzonitrile FC1([C@H](OC1)[C@]1(CN(CC1)CC=1N=NC(=CC1)C(F)(F)F)CCC1=CC=C(C#N)C=C1)F |o1:2|